(S)-2-amino-6-borono-2-((1S,3R)-3-(4-tert-butylbenzylamino)cyclobutyl)hexanoic acid N[C@@](C(=O)O)(CCCCB(O)O)C1CC(C1)NCC1=CC=C(C=C1)C(C)(C)C